C1(CCC1)CN1N=C(N=C1)C(=O)NC1C(N(C=2N(CC1)N=C(C2)C2CC2)C)=O 1-(cyclobutylmethyl)-N-(2-cyclopropyl-4-methyl-5-oxo-5,6,7,8-tetrahydro-4H-pyrazolo[1,5-a][1,3]diazepin-6-yl)-1H-1,2,4-triazole-3-carboxamide